N,N'-diacetylpiperazine C(C)(=O)N1CCN(CC1)C(C)=O